3-[(3-fluoro-2-methoxyphenyl)amino]-2-(7-methoxy-6-nitroquinolin-4-yl)-5H,6H,7H-pyrazolo[1,5-a]pyrazin-4-one FC=1C(=C(C=CC1)NC=1C(=NN2C1C(NCC2)=O)C2=CC=NC1=CC(=C(C=C21)[N+](=O)[O-])OC)OC